(±)-2-(p-isobutylphenyl)propionic acid CC(C)CC1=CC=C(C=C1)C(C)C(=O)O